S1C(=CC=C1)C1=NNC(O1)=S 5-(thiophene-2-yl)-1,3,4-oxadiazole-2(3H)-thione